tert-butyl 4-[4-[3-amino-6-(2-benzyloxyphenyl)pyridazin-4-yl]pyrazol-1-yl]-3,6-dihydro-2H-pyridine-1-carboxylate NC=1N=NC(=CC1C=1C=NN(C1)C=1CCN(CC1)C(=O)OC(C)(C)C)C1=C(C=CC=C1)OCC1=CC=CC=C1